trifluoromethanesulfonic acid tert-butyldimethylsilyl ester [Si](C)(C)(C(C)(C)C)OS(=O)(=O)C(F)(F)F